6-(benzyloxy)-5-(2-chloropyridin-4-yl)-2-(methylthio)pyrimidine-4-carboxylate C(C1=CC=CC=C1)OC1=C(C(=NC(=N1)SC)C(=O)[O-])C1=CC(=NC=C1)Cl